C[C@@H](CC)N1C(=CC=C1CCCC1=CC=CC=C1)C(=O)NC=1C=C(C=CC1C(F)(F)F)[C@H]1[C@H](C1)C(=O)O (1S,2R)-2-{3-[({1-[(2S)-2-butanyl]-5-(3-phenylpropyl)-1H-pyrrole-2-yl}carbonyl)amino]-4-(Trifluoromethyl)phenyl}cyclopropanecarboxylic acid